C1(=CC=CC=C1)OC(=O)C1=NN(C2=C1C=NC(=C2)NC(C)=O)C(C2=CC=CC=C2)(C2=CC=CC=C2)C2=CC=CC=C2 6-acetamido-1-trityl-1H-pyrazolo[4,3-c]pyridine-3-carboxylic acid phenyl ester